BrC1=C(C=NN(C1=O)C)N[C@@H]1C[C@@H](CN(C1)C)C1=CC=C(C(=O)N2CCC3(CC2)CCN(CC3)C3=C(C(=C(C=C3)C3C(NC(CC3)=O)=O)C)F)C=C1 3-[4-[3-[4-[(3R,5R)-5-[(5-bromo-1-methyl-6-oxo-pyridazin-4-yl)amino]-1-methyl-3-piperidyl]benzoyl]-3,9-diazaspiro[5.5]undecan-9-yl]-3-fluoro-2-methyl-phenyl]piperidine-2,6-dione